C1(CC1)C1=CC(=NO1)CN 1-(5-cyclopropyl-3-isoxazolyl)methanamine